CC1(COCC1)C1=C(C=CC=C1)CC(=O)OC(C)(C)C Tert-butyl 2-(2-(3-methyltetrahydrofuran-3-yl)phenyl)acetate